p-n-butyl-aniline C(CCC)C1=CC=C(N)C=C1